2-(dimethylamino)-N-(6-formyl-4-methyl-6,7-dihydro-5H-cyclopenta[b]pyridin-2-yl)acetamide CN(CC(=O)NC1=CC(=C2C(=N1)CC(C2)C=O)C)C